C(CCCCC)N1N=C2C(=N1)C(=C(C(=C2Br)F)F)Br 2-n-hexyl-4,7-dibromo-5,6-difluorobenzotriazole